C(C)(C)C1CNC(N1C=1C=C(C2=C(N=C(N=C2)NC2=CC=C(C=C2)N2CCN(CC2)C)N1)C#C[Si](C(C)C)(C(C)C)C(C)C)=O 5-isopropyl-1-(2-{[4-(4-methylpiperazin-1-yl)phenyl]amino}-5-[2-(triisopropylsilyl)ethynyl]pyrido[2,3-d]pyrimidin-7-yl)imidazolidin-2-one